3-(1H-indol-3-yl)propionic acid N1C=C(C2=CC=CC=C12)CCC(=O)O